N-(bis(4-(tributylsilyl)phenyl)phosphaneyl)-N-cyclohexyl-1-phenyl-1-(o-tolyl)phosphanamine C(CCC)[Si](C1=CC=C(C=C1)P(N(P(C1=C(C=CC=C1)C)C1=CC=CC=C1)C1CCCCC1)C1=CC=C(C=C1)[Si](CCCC)(CCCC)CCCC)(CCCC)CCCC